The molecule is the (S)-enantiomer of mevalonic acid. It is a conjugate acid of a (S)-mevalonate. It is an enantiomer of a (R)-mevalonic acid. C[C@](CCO)(CC(=O)O)O